C(C1=CC=CC=C1)OC=1C(=NC2=CC=CC=C2C1)C(=O)O 3-(benzyloxy)quinoline-2-carboxylic acid